5-[4-(2-tert-butylbenzoylamino)phenyl]-1,3-dihydronaphtho[1,2-e]-1,4-diazepine C(C)(C)(C)C1=C(C(=O)NC2=CC=C(C=C2)C=2C3=C(NCCN2)C2=CC=CC=C2C=C3)C=CC=C1